5-((1S,2S)-2-(6-(2,4-dimethoxypyrimidin-5-yl)imidazo[1,2-b]pyridazin-8-yl)cyclopropyl)nicotinonitrile COC1=NC=C(C(=N1)OC)C=1C=C(C=2N(N1)C=CN2)[C@@H]2[C@H](C2)C=2C=NC=C(C#N)C2